glycerol di-isostearate C(CCCCCCCCCCCCCCC(C)C)(=O)OCC(OC(CCCCCCCCCCCCCCC(C)C)=O)CO